CC1=NN2C(N(CCC2)C(CCC(=O)NC2=CC=C(C=C2)C=2N=NC=CC2)=O)=C1 4-{2-methyl-5H,6H,7H-pyrazolo[1,5-a]pyrimidin-4-yl}-4-oxo-N-[4-(pyridazin-3-yl)phenyl]butanamide